7-benzyloxy-4-fluoro-5H-pyrido[4,3-b]indole C(C1=CC=CC=C1)OC=1C=CC=2C3=C(NC2C1)C(=CN=C3)F